(E)-N-(3-(2-methoxyphenyl)allyl)-N-(prop-2-yn-1-yl)acetamide Methyl-L-cysteinate hydrochloride Cl.CN[C@@H](CS)C(=O)O.COC1=C(C=CC=C1)/C=C/CN(C(C)=O)CC#C